(S)-1'-(9-(2,3-dichlorophenyl)-7H-imidazo[1,2-c]pyrrolo[3,2-e]pyrimidin-5-yl)-1,3-dihydrospiro[inden-2,4'-piperidin]-1-amine ClC1=C(C=CC=C1Cl)C1=CNC2=C1C=1N(C(=N2)N2CCC3(CC2)[C@@H](C2=CC=CC=C2C3)N)C=CN1